2,2,6,7-TETRAMETHYLBICYCLO[4.3.0]NONA-4,9(1)-DIEN-8-ONE CC1(C2=CC(C(C2(C=CC1)C)C)=O)C